[W].[Fe] iron-tungsten